aluminum diacetoacetate di(ethylacetoacetate) C(C)CC(CC(=O)[O-])=O.C(C)CC(CC(=O)[O-])=O.C(CC(=O)C)(=O)[O-].C(CC(=O)C)(=O)O.[Al+3]